8-(Phenylmethylthio)-5-chloro-4,4-difluorochroman C1(=CC=CC=C1)CSC=1C=CC(=C2C(CCOC12)(F)F)Cl